(S)-N-(5-bromo-2-fluorophenyl)-3-hydroxy-N-methyl-2-(tritylamino)-propanamide BrC=1C=CC(=C(C1)N(C([C@H](CO)NC(C1=CC=CC=C1)(C1=CC=CC=C1)C1=CC=CC=C1)=O)C)F